CC1=C2C=NNC2=CC=C1 4-methyl-1H-indazole